3-(1,6-naphthyridin-8-yl)thieno[3,2-d]pyrimidine-2,4(1H,3H)-dione N1=CC=CC2=CN=CC(=C12)N1C(NC2=C(C1=O)SC=C2)=O